C(C1=CC=CC=C1)N(C(C)=O)C1CCC(CC1)C[C@H]1N([C@H](CC1)[C@@H](O)C1=CC(=CC=C1)F)C(=O)OC(C)(C)C tert-butyl (2S,5R)-2-(((1s,4R)-4-(N-benzylacetamido)cyclohexyl)methyl)-5-((S)-(3-fluorophenyl)(hydroxy)methyl)pyrrolidine-1-carboxylate